methyl-m-dinitrobenzene CC1=C(C=CC=C1[N+](=O)[O-])[N+](=O)[O-]